C(N)(=O)C1=CC=C(C=C1)C1=CC=C(C=C1)C=1N=NNC1C(=O)O 4-(4'-carbamoyl-[1,1'-biphenyl]-4-yl)-1H-1,2,3-triazole-5-carboxylic acid